N(=C=O)CC isocyanatoethane